5-(2-hydroxyethyl)cyclopentane-1,2-diol OCCC1CCC(C1O)O